NC=1N=C(C2=C(C=CC=C2C1)Cl)C=1C2=C(N=C(N1)OC[C@]13CCCN3C[C@@H](C1)F)C(=CN=C2)F (3-amino-8-chloroisoquinolin-1-yl)-8-fluoro-2-(((2R,7aS)-2-fluorohexahydro-1H-pyrrolizin-7a-yl)methoxy)pyrido[4,3-d]pyrimidin